5-Cyclobutyl-N-[4-(2-Fluorophenyl)-5-(3-Fluoropyridin-4-Yl)-1,3-Thiazol-2-Yl]-1H-1,2,4-Triazol-3-Amine C1(CCC1)C1=NC(=NN1)NC=1SC(=C(N1)C1=C(C=CC=C1)F)C1=C(C=NC=C1)F